8-Chloro-5-methoxy-1-[trans-4-methoxy-4-(trifluoromethyl)cyclohexyl]-5,6-dihydro-4H-[1,2,4]triazolo[4,3-a][1]benzazepin ClC=1C=CC2=C(CC(CC=3N2C(=NN3)C3CCC(CC3)(C(F)(F)F)OC)OC)C1